N[C@H](CC1=CC=CC=C1)C(=O)N[C@@H](CC1=CC=CC=C1)C(=O)N[C@H](CC1=CNC2=CC=CC=C12)C(=O)N[C@@H](CCCCN)C(=O)N[C@@H]([C@H](O)C)C(=O)C([C@H](O)[C@@H](O)CO)O D-phenylalanyl-L-phenylalanyl-D-tryptophanyl-L-lysyl-L-threonyl-L-threitol